4-(4-chloro-6-(3,5-dimethyl-1H-pyrazol-1-yl)pyridin-2-yl)morpholine Zinc(II) 4,4'-Bipyridine-2,6,2',6'-tetracarboxylate N1=C(C=C(C=C1C(=O)[O-])C1=CC(=NC(=C1)C(=O)[O-])C(=O)[O-])C(=O)[O-].[Zn+2].ClC1=CC(=NC(=C1)N1N=C(C=C1C)C)N1CCOCC1.[Zn+2]